CN(C(=O)C=1NC2=C(C(=CC(=C2C1)C1=C(C=C(C=C1)N1CCN(CC1)C(=O)OC(C)(C)C)F)C=1CN(CCC1)C(C(C)C)=O)F)C Tert-butyl 4-(4-(2-(dimethylcarbamoyl)-7-fluoro-6-(1-isobutyryl-1,2,5,6-tetrahydropyridin-3-yl)-1H-indol-4-yl)-3-fluorophenyl)piperazine-1-carboxylate